C(CCC#C)(=O)OCC ethyl 4-pentynoate